propan-1-one trifluoroacetate salt FC(C(=O)O)(F)F.C(CC)=O